C1(CC1)C1=C(C=C(C=C1)C(NC(=O)C1N(CC(C1)F)C(CC1=NN=C(N1)C)=O)C1=CC=CC=C1)F N-[(4-cyclopropyl-3-fluorophenyl)(phenyl)methyl]-4-fluoro-1-[2-(5-methyl-4H-1,2,4-triazol-3-yl)acetyl]pyrrolidine-2-carboxamide